2-(3-((4-(4,4,5,5-tetramethyl-1,3,2-dioxaborolan-2-yl)phenyl)sulfonyl)phenyl)-6-(trifluoromethyl)-1H-benzo[d]imidazole CC1(OB(OC1(C)C)C1=CC=C(C=C1)S(=O)(=O)C=1C=C(C=CC1)C1=NC2=C(N1)C=C(C=C2)C(F)(F)F)C